OB1OCC2=C1C=CC(=C2)\C=N\N(C=2C1=C(N=CN2)C(=CS1)COC)C N-[(E)-(1-Hydroxy-3H-2,1-benzoxaborol-5-yl)methylenamino]-7-(Methoxymethyl)-N-methyl-thieno[3,2-d]pyrimidin-4-amin